NC(CO)(CO)C=1N=NN(C1)CCCCCCCC 2-Amino-2-(1-octyl-1H-1,2,3-triazol-4-yl)propan-1,3-diol